Cl.Cl.N1CC(C1)OCCCCC[C@@H]1NC2=NC=CC=C2CC1 (S)-2-(5-(azetidin-3-yloxy)pentyl)-1,2,3,4-tetrahydro-1,8-naphthyridine dihydrochloride